COC1=NC=2CCN(CC2C=C1NC1=NC2=C(C=CC=C2C=N1)C=1C=C2C=NN(C2=CC1)C)C N-(2-Methoxy-6-methyl-5,6,7,8-tetrahydro-1,6-naphthyridin-3-yl)-8-(1-methyl-1H-indazole-5-yl)quinazolin-2-amine